O.N(=[N+]=[N-])C1=CC=C(C=C1)C(=O)C=O p-Azidophenyl-Glyoxal monohydrate